C1(CC1)C1=CC=C(C=N1)NC1=NC(=NC=C1C(NC)=O)N1CCN(CCC1)C(=O)OC(C)(C)C tert-butyl 4-(4-((6-cyclopropylpyridin-3-yl)amino)-5-(methylcarbamoyl)pyrimidin-2-yl)-1,4-diazepane-1-carboxylate